3-chloro-6-(1,1-difluoropropan-2-yl)-2-(2,4,6-trifluorobenzyl)-2,4,5,6-tetrahydro-7H-pyrazolo[3,4-c]pyridin-7-one ClC=1N(N=C2C(N(CCC21)C(C(F)F)C)=O)CC2=C(C=C(C=C2F)F)F